FC=1C=C2C(=NC(=NC2=CC1)NC1=CC(=C(C=C1)OC)F)C(F)(F)F 6-fluoro-N-(3-fluoro-4-methoxyphenyl)-4-trifluoromethylquinazolin-2-amine